C(C1=CC=CC=C1)N1N=CC(=C1)N1CC2COCC(C1)N2C(=O)OC(C)(C)C tert-butyl 7-(1-benzyl-1H-pyrazol-4-yl)-3-oxa-7,9-diazabicyclo[3.3.1]nonane-9-carboxylate